BrC=1C=CC(NC1)(CO[2H])C1CC(C1)(F)F 5-bromo-2-(3,3-difluorocyclobutyl)pyridineMethanol-d